tert-butyl-4-[methyl({6-[6-(methylsulfanyl)-3-oxo-2-(prop-2-en-1-yl)-1H,2H,3H-pyrazolo[3,4-d]pyrimidin-1-yl]pyridin-2-yl})amino]piperidine-1-carboxylate C(C)(C)(C)OC(=O)N1CCC(CC1)N(C1=NC(=CC=C1)N1N(C(C=2C1=NC(=NC2)SC)=O)CC=C)C